1-methyl-indazole-5-carbaldehyde CN1N=CC2=CC(=CC=C12)C=O